O1CC[C@@H](C2=CC=CC=C12)NC(=O)C=1N=CC2=C(C=CC=C2C1N1CCOCC1)C1=C(C(=CC(=C1)F)F)F N-[(4S)-3,4-dihydro-2H-chromen-4-yl]-4-(morpholin-4-yl)-8-(2,3,5-trifluorophenyl)isoquinoline-3-carboxamide